[2-(2-chloro-6-cyclopropylpyridin-4-yl)-5-fluorophenyl]-(3-fluoroazetidin-1-yl)methanone ClC1=NC(=CC(=C1)C1=C(C=C(C=C1)F)C(=O)N1CC(C1)F)C1CC1